ClC1=C(C(=C(C=C1OC)OC)Cl)C1=CC2=C(N=C(N=C2)N[C@H]2[C@H](COC2)NC(C=C)=O)C(=N1)N1CC(CC1)(F)F N-((3R,4S)-4-((6-(2,6-dichloro-3,5-dimethoxyphenyl)-8-(3,3-difluoro-pyrrolidin-1-yl)pyrido[3,4-d]pyrimidin-2-yl)amino)tetrahydrofuran-3-yl)acryl-amide